N-hydroxy-2-(2-methoxy-5-(methyl-(2-oxo-2H-chromen-4-yl)amino)phenyl)acetamide ONC(CC1=C(C=CC(=C1)N(C1=CC(OC2=CC=CC=C12)=O)C)OC)=O